γ-methacryloyloxypropylmethoxysilane C(C(=C)C)(=O)OCCC[SiH2]OC